1-(4-fluoro-2-methoxyphenyl)azetidine FC1=CC(=C(C=C1)N1CCC1)OC